7-(4-(6-(4-Aminopiperidin-1-yl)-2-(4-cyano-3-fluorophenyl)-4-methoxypyridin-3-yl)-2-hydroxyphenoxy)-N-Hydroxyheptylamide hydrochloride Cl.NC1CCN(CC1)C1=CC(=C(C(=N1)C1=CC(=C(C=C1)C#N)F)C1=CC(=C(OC(CCCCCC[NH-])O)C=C1)O)OC